N,N-dimethyl-3-(triethoxysilyl)propylamine CN(C)CCC[Si](OCC)(OCC)OCC